F[P-](F)(F)(F)(F)F.CN(C)C(=[N+]1N=[N+](C2=NC=CC=C21)[O-])N(C)C 1-(bis(dimethylamino)methylene)-1H-1,2,3-triazolo(4,5-b)pyridinium 3-oxid hexafluorophosphate